NC1=NC=2C=CC(=CC2C2=C1C=NN2C)C(=O)N(OC)CC2=CC(=C(C=C2)Cl)OC 4-amino-N-(4-chloro-3-methoxybenzyl)-N-methoxy-1-methyl-1H-pyrazolo[4,3-c]quinoline-8-carboxamide